ammonium 3-methylbutanoate (valerate) C(CCCC)(=O)[O-].CC(CC(=O)[O-])C.[NH4+].[NH4+]